4,6-dichloro-N,N-dimethylpyrimidin-2-amine CN(C)C1=NC(=CC(=N1)Cl)Cl